BrC=1C(=NN(C1)C(F)F)C1=NC=C(C=C1)F 2-(4-bromo-1-(difluoromethyl)-1H-pyrazol-3-yl)-5-fluoropyridine